NCCOCCOCC(=O)O 2-(2-(aminoethoxy)ethoxy)acetic acid